3-(7-(2-(5-fluoro-2-methyl-1H-indol-3-yl)ethoxy)thiazolo[5,4-d]pyrimidin-5-yl)pyridin-2(1H)-one FC=1C=C2C(=C(NC2=CC1)C)CCOC=1C2=C(N=C(N1)C=1C(NC=CC1)=O)SC=N2